trans-N-{4-[(2'-ethoxybiphenyl-4-yl)oxy]tetrahydro-furan-3-yl}propane-2-sulfonamide C(C)OC1=C(C=CC=C1)C1=CC=C(C=C1)O[C@H]1[C@@H](COC1)NS(=O)(=O)C(C)C